CC=1C(=NC=CC1)NC(=S)NC(C1=CC=CC=C1)=O N-(3-methylpyridin-2-yl-thiocarbamoyl)benzamide